(2S)-7,7-difluoro-2-(methylamino)heptanoic acid FC(CCCC[C@@H](C(=O)O)NC)F